BrC1=C2C(=CC=C1)N(C(C21CCN(CC1)C(=O)C=1C=C2C=NNC2=CC1)=O)CC(=O)N1CC(CC1)F 4-bromo-1-[2-(3-fluoropyrrolidin-1-yl)-2-oxoethyl]-1'-(1H-indazole-5-carbonyl)spiro[indole-3,4'-piperidin]-2-one